C(C)OC(O)=O.C(OCC)(OC)=O Ethyl methyl carbonate Ethyl-carbonate